tert-Butyl 4-(2-formyl-3-methoxyphenoxy)piperidine-1-carboxylate C(=O)C1=C(OC2CCN(CC2)C(=O)OC(C)(C)C)C=CC=C1OC